ClC1=C(OC=2C=CC(=C(O[C@@H](C(=O)NCC)C)C2)[N+](=O)[O-])C=CC(=C1)Cl |r| (RS)-2-[5-(2,4-dichlorophenoxy)-2-nitrophenoxy]-N-ethyl-propionamide